8-Methoxynaphtho[2,1-d]thiazole COC1=CC=C2C=CC=3N=CSC3C2=C1